ClC1=C(C=C(C=C1)F)N=C(N)C1=C(C=2N(N=C1)C=C(C2)C=2C=NC(=CC2C)OC)N[C@@H]2CC[C@H](CC2)NC(OC(C)(C)C)=O tert-butyl N-[trans-4-[[3-[N'-(2-chloro-5-fluoro-phenyl)carbamimidoyl]-6-(6-methoxy-4-methyl-3-pyridyl)pyrrolo[1,2-b]pyridazin-4-yl]amino]cyclohexyl]carbamate